C(C)(C)NC(=O)C1C(C=2N(N(C1)C1C3=C(SCC4=C1C=CC(=C4F)F)C=CC=C3)C=CC(C2O)=O)=O N-isopropyl-1-(7,8-difluoro-6,11-dihydrodibenzo[b,e]Thiepin-11-yl)-5-hydroxy-4,6-dioxo-2,3,4,6-tetrahydro-1H-pyrido[1,2-b]pyridazine-3-carboxamide